NC=1C(=CC(=C(C1)NC1=NC=C(C(=N1)NC12CC(C1)C2)C(=O)OC(C)C)OC)N(C)CCN(C)C Isopropyl 2-((5-amino-4-((2-(dimethylamino)ethyl)(methyl)amino)-2-methoxyphenyl)-amino)-4-(bicyclo[1.1.1]pentan-1-ylamino)pyrimidine-5-carboxylate